C1(C=CC(N1SSN1C(C=CC1=O)=O)=O)=O N,N'-dithiodimaleimid